2-methyl-2H-1,2-benzothiazine CN1SC2=C(C=C1)C=CC=C2